N-(2-methyl-5-(piperazin-1-yl)phenyl)-2-(3-methyl-5-(piperidin-1-ylsulfonyl)-1H-indol-1-yl)propanamide CC1=C(C=C(C=C1)N1CCNCC1)NC(C(C)N1C=C(C2=CC(=CC=C12)S(=O)(=O)N1CCCCC1)C)=O